BrC=1C(=C(C=O)C(=CC1)[N+](=O)[O-])C bromo-2-methyl-6-nitrobenzaldehyde